C(C)(C)N1C(=NC=C1C1=NC(=NC=C1)OS(=O)(=O)C(F)(F)F)C [4-(3-isopropyl-2-methyl-imidazol-4-yl) pyrimidin-2-yl]Triflate